C(C)(C)(C)OC(NC1(CNCCC1)COC1CC1)=O (3-(Cyclopropoxymethyl)piperidin-3-yl)carbamic acid tert-butyl ester